FC=1C=C2C(=NN(C2=CC1)C)C1=CC=C(C=C1)NC(=O)NCC=1C=NNC1 1-[4-(5-Fluoro-1-methyl-1H-indazol-3-yl)-phenyl]-3-(1H-pyrazol-4-ylmethyl)-urea